3-((4-ethylphenyl)sulfonyl-6-(trifluoromethoxy)quinolin-4-yl)piperidin-4-amine C(C)C1=CC=C(C=C1)S(=O)(=O)C1=NC2=CC=C(C=C2C(=C1)C1CNCCC1N)OC(F)(F)F